C(C)N(C(=O)N[C@H](CC)CCC(F)(F)F)[C@H](C)C1=CC(=C(C=C1)OC)C=1C=C2C(=NC1)NC=C2 1-ethyl-1-((R)-1-(4-methoxy-3-(1H-pyrrolo[2,3-b]pyridin-5-yl)phenyl)ethyl)-3-((R)-6,6,6-trifluorohexan-3-yl)urea